N=1N=CN2C(=NC=CC21)N [1,2,4]triazolo[4,3-c]pyrimidine-5-amine